2-(4-amino-phenyl)-benzoxazol NC1=CC=C(C=C1)C=1OC2=C(N1)C=CC=C2